[Cl-].O=C1[C@H]2[C@H](C3=C(N1)SC=C3)C[NH2+]C2 (3aS,8bR)-4-Oxo-2,3,3a,4,5,8b-hexahydro-1H-pyrrolo[3,4-d]thieno[2,3-b]pyridin-2-ium chloride